isooctadecyl ether, magnesium salt [Mg].C(CCCCCCCCCCCCCCC(C)C)OCCCCCCCCCCCCCCCC(C)C